2-[(3R,4R)-4-[1-(2,6-dioxo-3-piperidyl)-3-ethyl-2-oxo-benzimidazol-5-yl]-3-fluoro-1-piperidyl]acetic acid O=C1NC(CCC1N1C(N(C2=C1C=CC(=C2)[C@@H]2[C@H](CN(CC2)CC(=O)O)F)CC)=O)=O